C(C#C)OCCC1=C(C=CC(=C1)SC#N)S(=O)(=O)N (2-(prop-2-yn-1-yloxy)ethyl)-4-thiocyanobenzenesulfonamide